ClC1=CC2=C(CCC3=C(N2CCCCN)C=CC=C3COCCOC)C=C1 4-(7-chloro-2-methoxyethoxymethyl-10,11-dihydro-dibenzo[b,f]azepin-5-yl)-butylamine